ClC=1C=C(C=CC1C(N(C)CCCOC)=O)N1CCN(CC1)C(=O)OC(C)(C)C tert-butyl 4-(3-chloro-4-((3-methoxypropyl)(methyl)carbamoyl)phenyl)piperazine-1-carboxylate